FC1=C(C=CC(=C1)C(F)(F)F)NC(=O)C1C(C(CC(C1)=O)C1=CC=C(C=C1)NC)C(=O)[O-] 2-((2-fluoro-4-(trifluoromethyl)phenyl)carbamoyl)-6-(4-(methylamino)phenyl)-4-oxocyclohexane-1-carboxylate